1'-(6-amino-5-((2-amino-3-chloropyridin-4-yl)thio)pyrazin-2-yl)-4,6-dihydrospiro[cyclopenta[d]thiazole-5,4'-piperidin]-4-amine NC1=C(N=CC(=N1)N1CCC2(CC1)CC1=C(N=CS1)C2N)SC2=C(C(=NC=C2)N)Cl